OC1=C(C(=O)C2=C(C=C(C=C2)OCC=C)O)C=CC(=C1)OCC=C 2,2'-dihydroxy-4,4'-diallyloxybenzophenone